BrC=1C=C(C(=C(C(=O)OC)C1)C)C(F)F methyl 5-bromo-3-(difluoromethyl)-2-methylbenzoate